4-[2-[2-[[2-[4,7,10-tris(2-tert-butoxy-2-oxo-ethyl)-1,4,7,10-tetrazacyclododec-1-yl]acetyl]amino]ethoxy]ethoxycarbonyloxy]benzoic acid C(C)(C)(C)OC(CN1CCN(CCN(CCN(CC1)CC(OC(C)(C)C)=O)CC(OC(C)(C)C)=O)CC(=O)NCCOCCOC(=O)OC1=CC=C(C(=O)O)C=C1)=O